Tert-butyl 8-[4-({3-methyl-4-[(1-methyl-1,3-benzodiazol-5-yl)oxy]phenyl}amino)pyrido[3,2-d]pyrimidin-6-yl]-3,8-diazabicyclo[3.2.1]octane-3-carboxylate CC=1C=C(C=CC1OC1=CC2=C(N(C=N2)C)C=C1)NC=1C2=C(N=CN1)C=CC(=N2)N2C1CN(CC2CC1)C(=O)OC(C)(C)C